4-amino-N-(6-(4,4-difluoropiperidin-1-yl)-4-methylpyridin-2-yl)-2-(4,4-dimethyl-1,4-azasilinan-1-yl)benzamide NC1=CC(=C(C(=O)NC2=NC(=CC(=C2)C)N2CCC(CC2)(F)F)C=C1)N1CC[Si](CC1)(C)C